5'H-spiro[cyclopropane-1,1'-indolizin]-3'(2'H)-one C12(CC(N3CC=CC=C13)=O)CC2